C(C)OC(=O)C1(CC1)C1=CC=C(C=C1)[C@@H]1N(C(OC1)(C)C)C(=O)OC(C)(C)C Tert-butyl (4S)-4-[4-(1-ethoxycarbonylcyclopropyl)phenyl]-2,2-dimethyl-oxazolidine-3-carboxylate